tert-butyl (R)-3-(((R)-tert-butylsulfinyl)amino)-3H-spiro[furo[2,3-b]pyridine-2,4'-piperidine]-1'-carboxylate C(C)(C)(C)[S@@](=O)N[C@@H]1C=2C(=NC=CC2)OC12CCN(CC2)C(=O)OC(C)(C)C